CN(C1=NC=C(C=N1)C1=C2CNC(C2=CC=C1)=O)C 4-(2-(dimethylamino)pyrimidin-5-yl)isoindolin-1-one